C(C1=CC=CC=C1)OCC(C)O propylene glycol mono-benzyl ether